4-(4-(2-(4-fluoropiperidin-1-yl)-6-methylpyrimidin-4-yl)-1H-pyrazol-1-yl)-3-(6-azaspiro[2.5]oct-6-yl)aniline FC1CCN(CC1)C1=NC(=CC(=N1)C=1C=NN(C1)C1=C(C=C(N)C=C1)N1CCC2(CC2)CC1)C